3-[4-(5-benzylpyrimidin-2-yl)piperazin-1-yl]-6-methoxypyrazolo-[1,5-a]pyridine C(C1=CC=CC=C1)C=1C=NC(=NC1)N1CCN(CC1)C=1C=NN2C1C=CC(=C2)OC